C(#N)C=1C=C2C(=CC=NC2=CC1)NC1=CC=C(C=C1)NC(C1=CC=C(C=C1)NC1=CC=NC=C1)=O N-(4-((6-cyanoquinolin-4-yl)amino)phenyl)-4-(pyridin-4-ylamino)benzamide